2-((1-(4-(trifluoromethyl)-phenyl)-1,2,3,4-tetrahydro-quinolin-3-yl)methyl)-1,2-thiazetidine-1,1-dioxide FC(C1=CC=C(C=C1)N1CC(CC2=CC=CC=C12)CN1S(CC1)(=O)=O)(F)F